BrC=1C=C2OC=3C=CC=CC3B3C2=C(C1)OC=1C=CC=CC13 7-bromo-5,9-dioxa-13b-boranaphtho[3,2,1-de]anthracene